4-(9-phenyl-9H-carbazol-3-yl)-9H-fluorenyl-2-fluorenamine C1(=CC=CC=C1)N1C2=CC=CC=C2C=2C=C(C=CC12)C1=CC=C(C=2CC3=CC=CC=C3C12)C1=C(C=CC=2C3=CC=CC=C3CC12)N